CCCCCCCCN(CCCCCCCC)CCCCCCCC Tricaprylamine